N-(3-chloro-5-methanesulfonamidophenyl)-5-(5-fluoro-3-methoxypyridin-2-yl)-1-methylpyrrole-3-carboxamide ClC=1C=C(C=C(C1)NS(=O)(=O)C)NC(=O)C1=CN(C(=C1)C1=NC=C(C=C1OC)F)C